Oxetane-3-ylmethyl-3-[[6-cyano-5-(trifluoromethyl)-pyridin-3-yl]amino]-2-hydroxy-2-methyl-3-oxo-propanoate O1CC(C1)COC(C(C(=O)NC=1C=NC(=C(C1)C(F)(F)F)C#N)(C)O)=O